Cl.ClC1=C(C=CC(=C1)O)C=1C=C2C(=NNC2=CC1)NC(=O)C1CC(C1)NC N-[5-(2-chloro-4-hydroxyphenyl)-1H-indazol-3-yl]-3-(methylamino)cyclobutanecarboxamide hydrochloride